F[C@@H]1CN(CC[C@H]1NC1=NN2C(C=N1)=CN=C2C(C)C)C(=O)OC(C)(C)C tert-butyl (3R,4R)-3-fluoro-4-({7-isopropylimidazo[4,3-f][1,2,4]triazin-2-yl}amino)piperidine-1-carboxylate